N,N,3-trimethyl-1-oxobutan-2-aminium 2,2,2-trifluoroacetate FC(C(=O)[O-])(F)F.C[NH+](C(C=O)C(C)C)C